C(C)(C)(C)N(C(O)=O)C1=CC(=NC=C1OCC1CC(C1)OC)NC(C)=O.C(C)(=O)NC1=NC=C(C(=C1)NC(OC(C)(C)C)=O)OCC1CC(C1)OC tert-butyl (2-acetamido-5-((3-methoxy cyclobutyl)methoxy)pyridin-4-yl)carbamate tert-Butyl-(2-acetamido-5-((3-methoxycyclobutyl)methoxy)pyridin-4-yl)carbamate